tert-butyl 9-((4-(3-(2,6-dioxopiperidin-3-yl)-7-fluoro-1-methyl-1H-indazol-6-yl) piperidin-1-yl) methyl)-3-azaspiro[5.5]undecane-3-carboxylate O=C1NC(CCC1C1=NN(C2=C(C(=CC=C12)C1CCN(CC1)CC1CCC2(CCN(CC2)C(=O)OC(C)(C)C)CC1)F)C)=O